The molecule is a steroid alkaloid that is 5alpha-preg-16-ene substituted by a hydroxy group at position 4, a N,N-dimethylamino group at position 20 and a N-senecoylamino group at position 3 (the 3beta,4beta,20S stereoisomer). Isolated from Sarcococca hookeriana, it exhibits antileishmanial and antibacterial activities. It has a role as an EC 3.1.1.8 (cholinesterase) inhibitor, an antileishmanial agent, an antibacterial agent and a plant metabolite. It is a steroid alkaloid, a secondary alcohol, an enamide and a secondary carboxamide. It derives from a 3-methylbut-2-enoic acid. It derives from a hydride of a 5alpha-pregnane. C[C@@H](C1=CC[C@@H]2[C@@]1(CC[C@H]3[C@H]2CC[C@@H]4[C@@]3(CC[C@@H]([C@@H]4O)NC(=O)C=C(C)C)C)C)N(C)C